P(=O)(OC(CCC)CCC)(OC(CCC)CCC)OC(CCC)CCC tri-(4-heptyl) phosphate